FC1=C(C=C(C=C1)F)C=1C(=C2N(N1)CCC2)C=2C=C1C=CC=NC1=CC2 6-(2-(2,5-Difluorophenyl)-5,6-dihydro-4H-pyrrolo[1,2-b]pyrazol-3-yl)quinoline